[7-(methoxymethyl)-8-(prop-2-enoylamino)-2-naphthyl]pyridine-2-carboxylic acid COCC1=CC=C2C=CC(=CC2=C1NC(C=C)=O)C=1C(=NC=CC1)C(=O)O